tert-butyl 4-((6-chloro-5-fluoro-1-(hydroxymethyl)-1,2,3,4-tetrahydronaphthalen-1-yl)methoxy)-3-nitrobenzoate ClC=1C(=C2CCCC(C2=CC1)(CO)COC1=C(C=C(C(=O)OC(C)(C)C)C=C1)[N+](=O)[O-])F